(4R,7R,8S,11S,12S,E)-4,7,8-trihydroxy-12-((E)-1-iodoprop-1-en-2-yl)-7,11-dimethyloxacyclododec-9-en-2-one O[C@H]1CC(O[C@@H]([C@H](/C=C/[C@@H]([C@](CC1)(C)O)O)C)/C(=C/I)/C)=O